potassium tetrakis[3,5-bis(trifluoromethyl)phenyl]borate FC(C=1C=C(C=C(C1)C(F)(F)F)[B-](C1=CC(=CC(=C1)C(F)(F)F)C(F)(F)F)(C1=CC(=CC(=C1)C(F)(F)F)C(F)(F)F)C1=CC(=CC(=C1)C(F)(F)F)C(F)(F)F)(F)F.[K+]